C1N(CC2=CC=CC=C12)CC1=CC=C(C2=C1CCS2(=O)=O)OCC2CCN(CC2)C(=O)NC 4-(((4-(isoindolin-2-ylmethyl)-1,1-dioxido-2,3-dihydrobenzothien-7-yl)oxy)methyl)-N-methylpiperidine-1-carboxamide